5-amino-2-((((1R,4R)-4-ethoxycyclohexyl)amino)pyrido[4,3-d]pyrimidin-8-yl)-2-fluorophenol NC=1C=CC(C(C1)O)(F)C1=CN=CC2=C1N=C(N=C2)NC2CCC(CC2)OCC